C1(CCCC1)NC=1SC(=C(N1)C(F)(F)F)C1=CC(=NC=C1F)NC1CCN(CC1)S(=O)(=O)C N-cyclopentyl-5-[5-fluoro-2-[(1-methylsulfonyl-4-piperidyl)amino]-4-pyridyl]-4-(trifluoromethyl)thiazol-2-amine